ClC1=CC(=C(C=C1C#N)NS(=O)(=O)C=1C=C(C(=O)O)C=CC1C1CC1)OC1C(CC1)C1CC1 3-(N-(4-chloro-5-cyano-2-(2-cyclopropylcyclobutoxy)-phenyl)sulfamoyl)-4-cyclopropylbenzoic acid